tert-butyl (S)-2-(bis(tert-butoxycarbonyl)amino)-5-(1H-imidazol-1-yl)pentanoate 2,2,2-trifluoroacetate FC(C(=O)O)(F)F.C(C)(C)(C)OC(=O)N([C@H](C(=O)OC(C)(C)C)CCCN1C=NC=C1)C(=O)OC(C)(C)C